5-chloro-3-(3-chlorobenzyl)-N-(2,4-dimethoxybenzyl)-N-methyl-2-((2-(trimethylsilyl)ethoxy)methyl)-2H-pyrazolo[4,3-d]pyrimidin-7-amine ClC=1N=C(C=2C(N1)=C(N(N2)COCC[Si](C)(C)C)CC2=CC(=CC=C2)Cl)N(C)CC2=C(C=C(C=C2)OC)OC